FC1=C(CN2C=NN(C2=O)C2=CC=C(OC3=C(C#N)C=CC=C3)C=C2)C(=CC=C1)F 2-(4-(4-(2,6-difluorobenzyl)-5-oxo-4,5-dihydro-1H-1,2,4-triazol-1-yl)phenoxy)benzonitrile